(S)-2-(((benzyloxy)carbonyl)amino)-4-(3-methoxy-4-(trifluoromethyl)phenyl)butanoic acid dicyclohexylamine salt C1(CCCCC1)NC1CCCCC1.C(C1=CC=CC=C1)OC(=O)N[C@H](C(=O)O)CCC1=CC(=C(C=C1)C(F)(F)F)OC